C(C)(C)(C)OC(=O)N1CC(CC1)(C1=NNC(=C1)O)CCO[Si](C)(C)C(C)(C)C.COCCOC(=C(OCCOC)OCCOC)[SiH3] tri(2-methoxyethoxy)vinylsilane Tert-butyl-3-(2-{[tert-butyl(dimethyl)silyl]oxy}ethyl)-3-(5-hydroxy-1H-pyrazol-3-yl)pyrrolidine-1-carboxylate